N1CCC(CC1)C1=C2C(=NC=C1)NC(=N2)C2CN(CCO2)C(=O)OCC2=CC=CC=C2 benzyl 2-[7-(piperidin-4-yl)-3H-imidazo[4,5-b]pyridin-2-yl]morpholine-4-carboxylate